OC=1C=C(OC(=O)N(CCN(C(=O)OC2=CC3=C(N=C(S3)C=3SCCN3)C=C2)C)C)C=CC1O (S)-2-(6-(((2-(((3,4-dihydroxyphenoxy)carbonyl)(methyl)amino)ethyl)(methyl)carbamoyl)oxy)benzo[d]thiazol-2-yl)-4,5-dihydrothiazole